2-(((2S,4s,6S)-6-((6-bromo-quinazolin-2-yl)amino)spiro[3.3]heptan-2-yl)oxy)nicotinamide BrC=1C=C2C=NC(=NC2=CC1)NC1CC2(CC(C2)OC2=C(C(=O)N)C=CC=N2)C1